3-(5-(8-(6-oxa-3-azabicyclo[3.1.1]heptane-3-yl)oct-1-yn-1-yl)-2-methyl-4-Oxoquinazolin-3(4H)-yl)piperidine-2,6-dione C12CN(CC(O1)C2)CCCCCCC#CC2=C1C(N(C(=NC1=CC=C2)C)C2C(NC(CC2)=O)=O)=O